FC1=C(CNC(=O)C=2C(C(=C3N([C@H]4[C@@H](C=C[C@@H](N(C3=O)C4)C)OC)C2)O)=O)C=CC(=C1)F (3S,6R,7R)-N-(2,4-difluorobenzyl)-12-hydroxy-6-methoxy-3-methyl-1,11-dioxo-1,6,7,11-tetrahydro-3H-2,7-methanopyrido[1,2-a][1,4]diazonine-10-carboxamide